COC(=O)C=1C=C2CCN(CC2=C(C1)F)CC12CN(C(C1)C2)C(=O)OC(C)(C)C.BC=2C=NN(C2)C2OCCCC2 4-boranyl-1-(oxan-2-yl)pyrazole methyl-2-[(2-tert-butoxycarbonyl-2-azabicyclo[2.1.1]hexan-4-yl)methyl]-8-fluoro-3,4-dihydro-1H-isoquinoline-6-carboxylate